methyl 5-bromo-6-oxo-1,6-dihydropyridine-3-carboxylate BrC1=CC(=CNC1=O)C(=O)OC